N-(1-((2R,4R,5R)-3,3-difluoro-4-hydroxy-5-(hydroxymethyl)tetrahydrofuran-2-yl)-2-oxo-1,2-dihydropyrimidin-4-yl)-2-methyl-6-(trifluoromethyl)nicotinamide FC1([C@@H](O[C@@H]([C@H]1O)CO)N1C(N=C(C=C1)NC(C1=C(N=C(C=C1)C(F)(F)F)C)=O)=O)F